(S)-ethyl 8-(2-amino-6-((R)-2,2,2-trifluoro-1-(4-(2-oxo-1,2-dihydroquinolin-6-yl)phenyl)ethoxy)pyrimidin-4-yl)-2,8-diazaspiro[4.5]decane-3-carboxylate NC1=NC(=CC(=N1)N1CCC2(C[C@H](NC2)C(=O)OCC)CC1)O[C@@H](C(F)(F)F)C1=CC=C(C=C1)C=1C=C2C=CC(NC2=CC1)=O